ClC1=NN=C(C2=CC=CC=C12)N[C@H]1CN(CCC1)CCO (R)-2-(3-((4-chlorophthalazin-1-yl)amino)piperidin-1-yl)ethan-1-ol